8-(2-fluoro-6-methylphenyl)-9-(4-((1-(3-fluoropropyl)azetidin-3-yl)methyl)phenyl)-6,7-dihydro-5H-benzo[7]annulene-3-carboxylic acid, hydrochloride Cl.FC1=C(C(=CC=C1)C)C=1CCCC2=C(C1C1=CC=C(C=C1)CC1CN(C1)CCCF)C=CC(=C2)C(=O)O